3-benzyloxyphenylhydrazine hydrochloride Cl.C(C1=CC=CC=C1)OC=1C=C(C=CC1)NN